NC1=C(C(=CC=C1)F)N1CCC(CC1)C(=O)OCC ethyl 1-(2-amino-6-fluorophenyl)piperidine-4-carboxylate